FC(C=1C=C2C=NNC2=CC1B(O)O)(F)F 5-(trifluoromethyl)-1H-indazole-6-boronic acid